N-(1-(cyclopropylmethyl)-1H-pyrazol-4-yl)-N-((5-(5-(difluoromethyl)-1,3,4-oxadiazol-2-yl)thiazol-2-yl)methyl)ethanesulfonamide C1(CC1)CN1N=CC(=C1)N(S(=O)(=O)CC)CC=1SC(=CN1)C=1OC(=NN1)C(F)F